N-(6-(2-azaspiro[3.3]heptane-6-carbonyl)pyridin-2-yl)-4-chlorobenzamide C1NCC12CC(C2)C(=O)C2=CC=CC(=N2)NC(C2=CC=C(C=C2)Cl)=O